NCC(C)(C)OC1=CC=CC(=N1)N1CC=2C(=NC=CC2C1=O)C1=C(C=CC=C1OC)F 2-(6-((1-amino-2-methylpropan-2-yl)oxy)pyridin-2-yl)-4-(2-fluoro-6-methoxyphenyl)-2,3-dihydro-1H-pyrrolo[3,4-c]pyridin-1-one